O(C#N)C1=CC2=CC=C(C=C2C=C1)C 2-Cyanato-6-methyl-Naphthalene